3-bromo-2'',4''-di-tert-butyl-[1,1':4',1''-terphenyl]-2',3',5',6'-d4-amine BrC1=C(C(=CC=C1)C1=C(C(=C(C(=C1[2H])[2H])C1=C(C=C(C=C1)C(C)(C)C)C(C)(C)C)[2H])[2H])N